BrC1=NN2C(N=C(C=C2NCC2(CCN(CC2)C(=O)OC(C)(C)C)C2=NC=C(C=C2)F)I)=C1 tert-Butyl 4-(((2-bromo-5-iodopyrazolo[1,5-a]pyrimidin-7-yl)amino)methyl)-4-(5-fluoropyridin-2-yl)piperidine-1-carboxylate